C(CCCCCCC\C=C/CCCC)(=O)OCC(COC(CCCCCN(C)C)=O)(COC(CCCCCCC\C=C/CCCC)=O)COC(CCCCCCC\C=C/CCCC)=O 3-((6-(dimethylamino)hexanoyl) oxy)-2,2-bis(((9Z)-tetradec-9-enoyloxy)methyl)propyl (9Z)-tetradec-9-enoate